C(C)(C)C1=CC(=NC=C1)C1=NSC(=N1)NC1=NC=CC(=C1N(C(OC(C)(C)C)=O)C)C(F)(F)F tert-butyl (2-((3-(4-isopropylpyridin-2-yl)-1,2,4-thiadiazol-5-yl) amino) (trifluoromethyl)pyridin-3-yl)(methyl)carbamate